chlorourea nitrogen [N].ClNC(=O)N